4-(aminoacetyl)catechol NCC(=O)C=1C=C(C(O)=CC1)O